tert-butyl (2R,4S,SR)-5-ethyl-2-methyl-4-((4-nitrobenzoyl)oxy)piperidine-1-carboxylate C(C)[C@@H]1[C@H](C[C@H](N(C1)C(=O)OC(C)(C)C)C)OC(C1=CC=C(C=C1)[N+](=O)[O-])=O |&1:2|